1-(6-cyclopropyl-2-((methylamino)methyl)imidazo[1,2-a]pyridin-8-yl)-3-(2-hydroxy-2-methylpropyl)imidazolidine-2,4-dione C1(CC1)C=1C=C(C=2N(C1)C=C(N2)CNC)N2C(N(C(C2)=O)CC(C)(C)O)=O